5-(bis(1-adamantyl)phosphino)-1',3',5'-triphenyl-1'H-[1,4']-bipyrazole C12(CC3CC(CC(C1)C3)C2)P(C2=CC=NN2C=2C(=NN(C2C2=CC=CC=C2)C2=CC=CC=C2)C2=CC=CC=C2)C23CC1CC(CC(C2)C1)C3